(6S)-6-{[2-(2-methylphenyl)[1,2,4]triazolo[1,5-c]quinazolin-5-yl]amino}-1,4-diazepin-5-one CC1=C(C=CC=C1)C1=NN2C(=NC=3C=CC=CC3C2=N1)NC=1C(N=CC=NC1)=O